OCC=1C=C2CN(C(C2=CC1)=O)C 5-(hydroxymethyl)-2-methylisoindoline-1-one